methyl 3-(benzyloxy)-6-methoxypicolinate C(C1=CC=CC=C1)OC=1C(=NC(=CC1)OC)C(=O)OC